ClC=1C=C(CN2C(N(C=3N=C(N(C3C2=O)C)N[C@H]2[C@@H](CCCC2)O)C)=O)C=CC1Cl 1-(3,4-dichlorobenzyl)-8-((1R,2R)-2-hydroxycyclohexylamino)-3,7-dimethyl-1H-purine-2,6(3H,7H)-dione